CC1=CC=C2C(=N1)NC(=C2)C2=CC=CC=C2 6-Methyl-2-phenyl-pyrrolo[2,3-b]pyridin